3-(5-(7-(1-Methyl-1H-pyrazol-4-yl)quinolin-5-yl)pyrazin-2-yl)-3,6-diazabicyclo[3.1.1]heptane CN1N=CC(=C1)C1=CC(=C2C=CC=NC2=C1)C=1N=CC(=NC1)N1CC2NC(C1)C2